FC(CN1N=CC=2C1=NC(=CN2)N2CC1(CN(C1)S(=O)(=O)C1=CC=C(C=C1)F)CC2)F 6-[1-(2,2-difluoroethyl)-1H-pyrazolo[3,4-b]pyrazin-6-yl]-2-(4-fluorobenzenesulfonyl)-2,6-diazaspiro[3.4]octane